FC1=CC(=CC=2N(C(=NC21)C)C(C)C)C2=CNC1=NC=C(C=C12)N1CCN(CC1)C 4-Fluoro-1-isopropyl-2-methyl-6-(5-(4-methylpiperazin-1-yl)-1H-pyrrolo[2,3-b]pyridin-3-yl)-1H-benzo[d]imidazole